COCCOC ethylene glycol di-methyl ether